Sodium [(4-chlorobenzoyl) amino] benzoate C(C1=CC=CC=C1)(=O)ONC(C1=CC=C(C=C1)Cl)=O.[Na]